[Si](C)(C)(C(C)(C)C)OCC1(N[C@@H](CC=2C3=CC=CC=C3NC12)C(=O)O)CO[Si](C)(C)C(C)(C)C (3S)-1,1-di(tert-butyldimethylsilyloxy)methyl-1,2,3,4-tetrahydro-beta-carboline-3-carboxylic acid